FC(CC(C(=O)NC1=NC=CC(=C1)C1=C(C=2C(=NC(=CN2)OC)N1)C1=NC=CC=C1)C1=CC=C(C=C1)F)F 4,4-Difluoro-2-(4-fluorophenyl)-N-{4-[3-methoxy-7-(pyridin-2-yl)-5H-pyrrolo[2,3-b]pyrazin-6-yl]pyridin-2-yl}butanamid